Cl[C@@H]1C[C@H]2[C@H](CCC3=C(O2)C(=C(C=C3)C(=O)OCC)F)[C@H]1CO[Si](C1=CC=CC=C1)(C1=CC=CC=C1)C(C)(C)C Ethyl (1S,2R,3aS,10aR)-2-chloro-5-fluoro-1-({[(2-methyl-2-propanyl)(diphenyl)silyl]oxy}methyl)-2,3,3a,9,10,10a-hexahydro-1H-benzo[b]cyclopenta[f]oxepin-6-carboxylate